COC1=NN(C=C1C(=O)NC1=NC(=CC=C1)C=1N2C(=NN1)CC[C@@H]2C)C2=CN(C(C=C2)=C=O)C (S)-3-methoxy-N-(6-(5-methyl-6,7-dihydro-5H-pyrrolo[2,1-c][1,2,4]triazol-3-yl)pyridin-2-yl)-1-(1-methyl-6-carbonyl-1,6-dihydropyridin-3-yl)-1H-pyrazole-4-carboxamide